5'-O-([2-(Carboxyl)phenyl]3-(5-hydroxypyridin-3-yl)propanoyl)adenosine C(=O)(O)C1=C(C=CC=C1)C(CC(=O)OC[C@@H]1[C@H]([C@H]([C@@H](O1)N1C=NC=2C(N)=NC=NC12)O)O)C=1C=NC=C(C1)O